3'-[[2,2-bis[(2-propyn-1-yloxy)methyl]-1,3-propanediyl]bis(oxy)]bis-1-propyne C(C#C)OCC(COCC#C)(COCC#C)COCC#C